5-bromo-2-(N-((1S,2R)-2-(2,3-dimethylphenyl)-1-(5-oxo-4,5-dihydro-1,3,4-oxadiazol-2-yl)propyl)sulfamoyl)benzamide BrC=1C=CC(=C(C(=O)N)C1)S(N[C@@H]([C@H](C)C1=C(C(=CC=C1)C)C)C=1OC(NN1)=O)(=O)=O